C(N)(=O)C1=C(C2=C(NC(=N2)C=2C3=C(SC2C(=O)O)C(=CC=C3Cl)F)C(=C1)F)OC 3-(5-Carbamoyl-7-fluoro-4-methoxy-1H-benzo[d]imidazol-2-yl)-4-chloro-7-fluorobenzo[b]thiophene-2-carboxylic acid